C1(CCCCC1)[C@@H](C(=O)OC[C@H]1O[C@@]([C@@H]2OC(O[C@@H]21)(C)C)(C#N)C2=CC=C1C(=NC=NN12)N)C ((3aR,4R,6R,6aR)-6-(4-aminopyrrolo[2,1-f][1,2,4]triazin-7-yl)-6-cyano-2,2-dimethyltetrahydrofuro[3,4-d][1,3]dioxol-4-yl)methyl (S)-2-cyclohexylpropanoate